ClC1=C2N(C(C(=C1)NC1=NC=NC=C1)=O)C1(CCN(CC1)CCO)NC2=O 8-chloro-1'-(2-hydroxyethyl)-6-(pyrimidin-4-ylamino)spiro[2H-imidazo[1,5-a]pyridine-3,4'-piperidine]-1,5-dione